1-(2-chloro-1H-benzo[d]imidazol-5-yl)-3-(5-methoxy-2,2-dimethyl-2H-chromen-6-yl)urea ClC1=NC2=C(N1)C=CC(=C2)NC(=O)NC=2C(=C1C=CC(OC1=CC2)(C)C)OC